COC1=CC=C(C(C(=O)N)=C1OC)N 5,6-dimethoxyanthranilamide